FC=1C=C(C=CC1F)C1(CC1)OCC(=O)N1[C@@H]2CN([C@H](C1)CC2)C2=NC=C(C#N)C=C2 6-((1S,4S)-5-(2-(1-(3,4-difluorophenyl)cyclopropoxy)acetyl)-2,5-diazabicyclo[2.2.2]octan-2-yl)nicotinonitrile